tert-butyl (1R,5S,7S)-7-hydroxy-3-oxo-9-azabicyclo[3.3.1]nonane-9-carboxylate OC1C[C@H]2CC(C[C@@H](C1)N2C(=O)OC(C)(C)C)=O